methyl 2-amino-3-(4,5,6,7-tetrahydrobenzo[d]thiazol-4-yl)propanoate hydrochloride Cl.NC(C(=O)OC)CC1CCCC2=C1N=CS2